C(C)(C)C1=CC(=CC2=C1N(C(N2C)=O)C)N(C=2C=NC(=NC2)C=2C=CC(=NC2)C(=O)OC)C methyl 5-(5-((7-isopropyl-1,3-dimethyl-2-oxo-2,3-dihydro-1H-benzo[d]imidazole-5-yl)(methyl)amino)pyrimidin-2-yl)picolinate